ClC1=CC=C(C=C1)CNC(=O)NC1=CC=C(C=C1)CC(=O)N1CC2(C1)N(CC2)C N-[(4-chlorophenyl)methyl]({4-[2-(5-methyl-2,5-diazaspiro[3.3]hept-2-yl)-2-oxoethyl]phenyl}amino)carboxamide